3-(5-(((1R,2S)-2-(4-methoxy-4-methylpiperidin-1-yl)cycloheptyl)oxy)-1-oxoisoindolin-2-yl)piperidine-2,6-dione COC1(CCN(CC1)[C@@H]1[C@@H](CCCCC1)OC=1C=C2CN(C(C2=CC1)=O)C1C(NC(CC1)=O)=O)C